4-ethoxy-aniline C(C)OC1=CC=C(N)C=C1